C(C)(CC)C1SC(C(=N1)C)C 2-sec-butyl-4,5-dimethyl-3-thiazoline